C1(CCC1)OC1=CC=2N(C=C1C(=O)NC1=NN(C=C1)CC1CC1)C=C(N2)C21COC(CC2)(C1)C 7-Cyclobutoxy-N-(1-(cyclopropylmethyl)-1H-pyrazol-3-yl)-2-(1-methyl-2-oxabicyclo[2.2.1]heptan-4-yl)imidazo[1,2-a]pyridine-6-carboxamide